5-(2-chloro-5-fluoropyrimidin-4-yl)-3-ethyl-7-fluoro-2,3-dimethyl-3H-indole ClC1=NC=C(C(=N1)C=1C=C2C(C(=NC2=C(C1)F)C)(C)CC)F